[N+](=O)([O-])C(=CCC=CCC=CCC=CCC=CCC=CCCC(=O)O)CC 20-nitro-4,7,10,13,16,19-docosahexaenoic acid